COC(=O)C1=CC=C2C(=[N+]1[O-])C(CCO2)(C)C 6-(methoxycarbonyl)-4,4-dimethyl-3,4-dihydro-2H-pyrano[3,2-b]pyridine 5-oxide